BrC1=CC(=C(C(=O)N[C@H]2[C@H]3CC[C@@H](C2)N3C#N)C(=C1)Cl)Cl 4-bromo-2,6-dichloro-N-((1R,2R,4S)-7-cyano-7-azabicyclo[2.2.1]heptan-2-yl)benzamide